C(C=C)(=O)NC1=CC=C(C=C1)C1=C(C=2C(=NC=C(C2N1C)C#N)N)C1=CC(=C(C(=O)NCCF)C=C1)OC 4-(2-(4-acrylamidophenyl)-4-amino-7-cyano-1-methyl-1H-pyrrolo[3,2-c]pyridin-3-yl)-N-(2-fluoroethyl)-2-methoxybenzamide